ClC=1C=C(C=CC1)NC(C(=O)N1C2CC(C(C1C(=O)NC(CC1C(NCCC1)=O)C#N)CC2)(F)F)CC2CC2 2-(2-((3-chlorophenyl)amino)-3-cyclopropylpropanoyl)-N-(1-cyano-2-(2-oxopiperidin-3-yl)ethyl)-5,5-difluoro-2-azabicyclo[2.2.2]octane-3-carboxamide